ClC(OC1=CC=C(C=C1)NC(C1=CN=C(C(=C1)NC1=C(C=C(C=C1)F)C#N)N1C[C@@H](CC1)O)=O)(F)F (R)-N-(4-(chlorodifluoromethoxy)phenyl)-5-((2-cyano-4-fluorophenyl)amino)-6-(3-hydroxypyrrolidin-1-yl)nicotinamide